FC(C(=O)O)(F)F.CC=1N=C(NC1C)C1=NC=CC(=C1)C=1C=NC=C(C1)C(=O)N1CC(CC1)=O 1-(2'-(4,5-Dimethyl-1H-imidazol-2-yl)-3,4'-bipyridine-5-carbonyl)pyrrolidin-3-one trifluoroacetate salt